C(C)N1C[C@@H](C[C@H](C1)C)OC=1C=C2CN(C(C2=CC1)=O)N1C(CCCC1=O)=O (5-(((3r,5r)-1-ethyl-5-methylpiperidin-3-yl)oxy)-1-oxoisoindolin-2-yl)piperidine-2,6-dione